C(C)OC(=O)C1CC[NH+](CC1)[O-] 4-(ethoxycarbonyl)piperidin-1-oxide